ClC1=NC=C(C(=C1)F)C1=NN(C=C1)CC(F)(F)F 2-chloro-4-fluoro-5-[1-(2,2,2-trifluoroethyl)-1H-pyrazol-3-yl]pyridine